2-chloro-9,10-diphenyl-anthracene ClC1=CC2=C(C3=CC=CC=C3C(=C2C=C1)C1=CC=CC=C1)C1=CC=CC=C1